CC=1N=CSC1[C@H](C)C1=CC=C(C=C1)NC(=O)N[C@@H]1COCCC1 |o1:6| 1-(4-((R*)-1-(4-methylthiazol-5-yl)ethyl)phenyl)-3-((S)-tetrahydro-2H-pyran-3-yl)urea